ClC=1C=C(C=C(C1F)Cl)C(O)C1=NN=CN1C (3,5-dichloro-4-fluorophenyl)(4-methyl-4H-1,2,4-triazol-3-yl)methanol